Benzo[d]thiazole-6-carboxylic acid S1C=NC2=C1C=C(C=C2)C(=O)O